CN(C(C(=O)N)C)[C@@H]1CNCC1 2-(Methyl((S)-pyrrolidin-3-yl)amino)propanamide